NCC=1C=C(C=CC1)S(=O)(=O)[C@H]1C[C@@H](CN(C1)C1CCCCC1)C(=O)N(C)C Trans-5-((3-(aminomethyl)phenyl)sulfonyl)-1-cyclohexyl-N,N-dimethylpiperidine-3-carboxamide